C(CCCCCCC)CP(C(N(CC(C)C)CC(C)C)=O)(C1=CC=CC=C1)=O octyl(phenyl)-N,N-diisobutyl-carbamoyl-methylphosphine oxide